4-bromo-3-cyclopropyl-1-methylpyrazole BrC=1C(=NN(C1)C)C1CC1